ClC1=NC(=C(C(=O)O)C=C1)NC(=O)C12CC(C1)(C2)C(F)(F)F chloro-2-(3-(trifluoromethyl)bicyclo[1.1.1]pentane-1-carboxamido)nicotinic acid